C(C)(C)OC(N[C@H]1[C@@H]([C@@H](N(C2=CC=C(C=C12)C1=CC=C(C=C1)NC(CCCC=C)=O)C(C)=O)CC)C)=O Isopropyl-((2S,3S,4S)-1-acetyl-2-ethyl-6-(4-(hex-5-enamido)phenyl)-3-methyl-1,2,3,4-tetrahydroquinolin-4-yl)carbamate